N-(3-[[(tert-butyldimethylsilyl)oxy]methyl]-2H,3H-furo[2,3-c]pyridin-7-yl)-1,1-diphenylmethanimine [Si](C)(C)(C(C)(C)C)OCC1COC2=C(N=CC=C21)N=C(C2=CC=CC=C2)C2=CC=CC=C2